O1CCN(CC1)CC1=CC(=NC(=C1)NC1=NNC=C1)NC1CNCCC1 4-(morpholinomethyl)-N2-(piperidin-3-yl)-N6-(1H-pyrazol-3-yl)pyridin-2,6-diamine